FC1=C(C=O)C=CC(=C1)C 2-FLUORO-4-METHYLBENZALDEHYDE